rhamnoose O=C[C@H](O)[C@H](O)[C@@H](O)[C@@H](O)C